The molecule is a sulfur oxoanion, an inorganic radical anion and a sulfur oxide. It is a conjugate base of a hydroxidotrioxidosulfur(.). [O-]S(=O)(=O)[O]